ClC=1OC2=C(N1)C=CC(=C2)C2CC2 2-chloro-6-cyclopropylbenzo[d]oxazole